CC1CC(C1)=O 1-methyl-3-oxocyclobutane